tert-butyl (3-(methoxy(methyl)carbamoyl)-5-methylthiophen-2-yl)carbamate CON(C(=O)C1=C(SC(=C1)C)NC(OC(C)(C)C)=O)C